3,5-dimethyl-aniline tert-butyl-(4-(2-(2-aminopyridin-3-yl)-5-chloro-3H-imidazo[4,5-b]pyridin-3-yl)benzyl)carbamate C(C)(C)(C)N(C(O)=O)CC1=CC=C(C=C1)N1C(=NC=2C1=NC(=CC2)Cl)C=2C(=NC=CC2)N.CC=2C=C(N)C=C(C2)C